4-[[2-Fluoro-6-[2-methoxy-4-(trifluoromethoxy)phenoxy]-4-(trifluoromethyl)benzoyl]amino]-5-methylpyridine-2-carboxamide FC1=C(C(=O)NC2=CC(=NC=C2C)C(=O)N)C(=CC(=C1)C(F)(F)F)OC1=C(C=C(C=C1)OC(F)(F)F)OC